methyl 5-(3-(hydroxymethyl) piperidin-1-yl)-2-methoxybenzoate OCC1CN(CCC1)C=1C=CC(=C(C(=O)OC)C1)OC